ethyl (3R)-3-((tert-butoxycarbonyl) amino)-4-oxo-cyclopentanecarboxylate C(C)(C)(C)OC(=O)N[C@@H]1CC(CC1=O)C(=O)OCC